C[Si](CCOCN1N=C(N=C1)C(C)N)(C)C 1-(1-((2-(trimethylsilyl)ethoxy)methyl)-1H-1,2,4-triazol-3-yl)ethan-1-amine